N=1CCCN2C1SC1=C2C=CC=C1 3,4-dihydro-2H-pyrimido[2,1-b]benzothiazole